C(C(=C)C)(=O)OCCN1C(CCC1)=O 2-(methacryloyloxy)ethyl-pyrrolidone